6-[6-(2-methoxyethoxy)pyridin-3-yl]-4-[(3S)-piperidin-3-ylamino]pyrido[3,2-d]pyrimidine-8-carboxamide COCCOC1=CC=C(C=N1)C=1C=C(C=2N=CN=C(C2N1)N[C@@H]1CNCCC1)C(=O)N